C(C)(C)(C)OC(=O)C=1C=C2N=C(C=NC2=CC1)C 3-Methylquinoxaline-6-carboxylic acid tert-butyl ester